(3R,4R)-tert-butyl 4-(4-bromophenyl)-3-hydroxypiperidine-1-carboxylate BrC1=CC=C(C=C1)[C@@H]1[C@H](CN(CC1)C(=O)OC(C)(C)C)O